N1=C(C=NC=C1)C(=O)N pyrazin-2-Formamide